(3S,4R)-N-(2,4-difluorophenyl)-1-methyl-4-[2-methyl-5-(trifluoromethyl)pyrazol-3-yl]-2-oxo-pyrrolidine-3-carboxamide FC1=C(C=CC(=C1)F)NC(=O)[C@H]1C(N(C[C@@H]1C=1N(N=C(C1)C(F)(F)F)C)C)=O